pentamethylcyclopentadienyl-(1-sec-butyl-benz[f]indenyl)hafnium CC1=C(C(=C(C1([Hf]C=1CC=2C=C3C(=CC2C1C(C)CC)C=CC=C3)C)C)C)C